NCC1C(OC(CN1C(=O)[O-])(F)F)C 5-(aminomethyl)-2,2-difluoro-6-methylmorpholine-4-carboxylate